N-(2-(2-(2-((1-(2-((2R,5R)-2-(methoxymethyl)-5-methylpiperazin-1-yl)acetyl)-3,3-dimethyl-2,3-dihydro-1H-pyrrolo[3,2-b]pyridin-6-yl)methyl)phenoxy)ethoxy)ethyl)acetamide COC[C@@H]1N(C[C@H](NC1)C)CC(=O)N1CC(C2=NC=C(C=C21)CC2=C(OCCOCCNC(C)=O)C=CC=C2)(C)C